N-[(1S)-1-[2-(dimethylamino)pyridin-4-yl]-2-hydroxyethyl]propionamide CN(C1=NC=CC(=C1)[C@@H](CO)NC(CC)=O)C